N-Boc-L-beta-glutamic acid 5-benzyl ester C(C1=CC=CC=C1)OC(C[C@H](NC(=O)OC(C)(C)C)CC(=O)O)=O